4-chloro-1H-indazole-5-thiol ClC1=C2C=NNC2=CC=C1S